C(C)OC(=O)C1=C(SC=C1C1=CC=C(C=C1)NC(C)=O)NC(=O)NCCCCN1CCCC1 4-(4-acetamidophenyl)-2-{3-[4-(pyrrolidin-1-yl)butyl]ureido}thiophene-3-carboxylic acid ethyl ester